COC=1C=C(CC=2C(C3=CC=CC=C3C(C2C)=O)=O)C=C(C1)OC 2-(3,5-dimethoxybenzyl)-3-methyl-naphthalene-1,4-dione